3-bromo-4-[(2,4-difluorobenzyl)amino]-6-methyl-1-(pyridin-4-ylmethyl)pyridin-2(1H)-one BrC=1C(N(C(=CC1NCC1=C(C=C(C=C1)F)F)C)CC1=CC=NC=C1)=O